CC1(OB(OC1(C)C)C[C@H]1CN(CCC1)C(=O)OC(C)(C)C)C tert-butyl (3R)-3-[(4,4,5,5-tetramethyl-1,3,2-dioxaborolan-2-yl)methyl]piperidine-1-carboxylate